N-methyl-N-(2-(naphthalen-1-yl)ethyl)propan-2-amine hydrochloride Cl.CN(C(C)C)CCC1=CC=CC2=CC=CC=C12